tert-butyl (cis-1-(3-(N,N-bis(4-methoxybenzyl)sulfamoyl)-2-(2-(4-methoxybenzyl)-2H-tetrazol-5-yl)-4-((2-(trimethylsilyl)ethyl)sulfonyl)phenyl)-3-fluoropiperidin-4-yl)carbamate COC1=CC=C(CN(S(=O)(=O)C=2C(=C(C=CC2S(=O)(=O)CC[Si](C)(C)C)N2C[C@H]([C@H](CC2)NC(OC(C)(C)C)=O)F)C=2N=NN(N2)CC2=CC=C(C=C2)OC)CC2=CC=C(C=C2)OC)C=C1